(R)-5-chloro-7-(2,4-difluorophenyl)-2-(2-methylpyrrolidin-1-yl)thiazolo[4,5-d]pyrimidine ClC=1N=C(C2=C(N1)N=C(S2)N2[C@@H](CCC2)C)C2=C(C=C(C=C2)F)F